N-(1-(3,4-dichlorophenyl)-2-(dimethylamino)ethyl)-6-(trifluoromethoxy)pyridine-3-sulfonamide ClC=1C=C(C=CC1Cl)C(CN(C)C)NS(=O)(=O)C=1C=NC(=CC1)OC(F)(F)F